N1=CC=CC=2C1=CN=NC2 PYRIDO[2,3-D]PYRIDAZIN